BrC1=CC2=C(OC3=C2C=C(C=C3)C(C)(C)C)C=C1 2-bromo-8-tert-butyldibenzofuran